3-((4-(3-(1-(4-fluorophenyl)ethyl)-4-hydroxybenzyl)-3,5-dimethylphenyl)amino)-3-oxopropanoic acid FC1=CC=C(C=C1)C(C)C=1C=C(CC2=C(C=C(C=C2C)NC(CC(=O)O)=O)C)C=CC1O